(3S,6S,9S,12S,15S)-6-(aminomethyl)-3-((3-aminopropoxy)methyl)-9-cyclohexyl-16-hexyl-12-isobutyl-15-(2-methoxyethyl)-13-methyl-1,4,7,10,13,16-hexaazacyclooctadecane-2,5,8,11,14-pentaone NC[C@H]1C(N[C@H](C(NCCN([C@H](C(N([C@H](C(N[C@H](C(N1)=O)C1CCCCC1)=O)CC(C)C)C)=O)CCOC)CCCCCC)=O)COCCCN)=O